6-bromo-3-(2-chloro-5-fluorophenyl)-4-nitro-1-(trifluoromethyl)isoindoline ethyl-2-ethoxy-6-hydroxybenzoate C(C)OC(C1=C(C=CC=C1O)OCC)=O.BrC1=CC(=C2C(NC(C2=C1)C(F)(F)F)C1=C(C=CC(=C1)F)Cl)[N+](=O)[O-]